C[Si](C#CC1=CC=C(C=C1)C1(CC1)NC(OC(C)(C)C)=O)(C)C tert-butyl N-[1-[4-(2-trimethylsilylethynyl)phenyl]cyclopropyl]carbamate